N1=CN=C(C=C1)N1CC2N(C(C1)C2)C(=O)OC(C)(C)C tert-butyl 3-pyrimidin-4-yl-3,6-diazabicyclo[3.1.1]heptane-6-carboxylate